(S)-2-hydroxy-2-phenylacetate O[C@H](C(=O)[O-])C1=CC=CC=C1